(E)-1-hexadecyl-4-((4-(methacryloyloxy)phenyl)diazenyl)-pyridinium bromide [Br-].C(CCCCCCCCCCCCCCC)[N+]1=CC=C(C=C1)\N=N\C1=CC=C(C=C1)OC(C(=C)C)=O